C[Si](C)(C)N(CCC[Li])[Si](C)(C)C 3-bis(trimethylsilyl)aminopropyllithium